C1(=CC=CC=C1)[Si](OC)(OC)OC phenyl-trimethoxysilane